benzoic acid hydroxylammonium salt O[NH3+].C(C1=CC=CC=C1)(=O)[O-]